C(C)(C)(C)C1=C(C=2CC3=CC=CC=C3N(C2C=C1)C1=CC=CC=C1)C(C)(C)C di-tert-butyl-10-phenylacridine